7-phenyl-4,6-heptadienyl alcohol C1(=CC=CC=C1)C=CC=CCCCO